CC1NC2=CC=C(C=C2NC1=O)C(=O)OCC ethyl 2-methyl-3-oxo-1,2,3,4-tetrahydroquinoxaline-6-carboxylate